6'-Methoxy-4-methyl-N-(4-methylthiazol-2-yl)-[3,4'-bipyridine]-2'-carboxamide COC1=CC(=CC(=N1)C(=O)NC=1SC=C(N1)C)C=1C=NC=CC1C